COC(CC1N(CCNC1)C(=O)OC(C)(C)C)=O Tert-butyl 2-(2-methoxy-2-oxoethyl)piperazine-1-carboxylate